C(C)OC(=O)C1=C(C2=C(N(C(N(C2=O)C(C(=O)NCC)(C)C)=O)C[C@@H](C2=C(C=CC=C2)OC)OCCC#N)S1)C (R)-ethyl-1-(2-(2-cyanoethoxy)-2-(2-methoxyphenyl)ethyl)-3-(1-(ethylamino)-2-methyl-1-oxopropan-2-yl)-5-methyl-2,4-dioxo-1,2,3,4-tetrahydrothieno[2,3-d]pyrimidine-6-carboxylate